ClC=1C=C(C=CC1)/C=C/C(=O)C1=C(C=C(OCC=2N=NN(C2)[C@@H]2C[C@@H]3[C@H]4CCCN5CCC[C@@H](CN3C(C2)=O)[C@@H]45)C=C1)O (1R,2R,4R,9S,17S)-4-[4-[[4-[(E)-3-(3-Chlorophenyl)prop-2-enoyl]-3-hydroxyphenoxy]methyl]triazol-1-yl]-7,13-diazatetracyclo[7.7.1.02,7.013,17]heptadecan-6-one